C1=CC=CC=2C3=CC=CC=C3C(C12)COC(=O)N=S(=O)(C1=C(C=C(C=C1)C)OCCCCCN(C1CCC(CC1)(F)F)C(=O)OC(C)(C)C)N1[C@@H](CCC1)C(=O)OCCCC Butyl (N-(((9H-fluoren-9-yl)methoxy)carbonyl)-2-((5-((tert-butoxycarbonyl)(4,4-difluorocyclohexyl)amino)pentyl)oxy)-4-methylphenylsulfonimidoyl)-L-prolinate